CC(CN1C[C@@]2(CCS(C2)(=O)=O)CC1)(CC=1C=NC(=CC1)C(F)(F)F)C (S)-7-(2,2-dimethyl-3-(6-(trifluoromethyl)pyridin-3-yl)propyl)-2-thia-7-azaspiro[4.4]nonane 2,2-dioxide